C(C)(C)(C)OC(N(CCC1=CC=C(C=C1)F)CCCN1C(C2=CC=CC=C2C1=O)=O)=O tert-Butyl-N-[3-(1,3-dioxoisoindol-2-yl)propyl]-N-[2-(4-fluorophenyl)ethyl]carbamate